COC=1C2=CNN=C2C(=CC1OC1COCC1)C(=O)N[C@H](C)C1=CC(=CC=C1)C(F)(F)F 4-methoxy-5-(oxolan-3-yloxy)-N-[(1R)-1-[3-(trifluoromethyl)phenyl]ethyl]-2H-indazole-7-carboxamide